FC1=CC=C(C=C1)CC(=O)N1CCCC1N1C(=NC=C1)C1=C2C(=NC=C1)NC=C2 4-fluorophenyl-5-(1H-pyrrolo[2,3-b]pyridin-4-yl-1H-imidazol-1-yl)-1-(pyrrolidin-1-yl)ethan-1-one